2-bromo-6-ethynylpyrazine BrC1=NC(=CN=C1)C#C